2,2'-(2,3,5-tris(10-methylphenazin-5(10H)-yl)-1,4-phenylene)bis(benzo[d]oxazole) CN1C2=CC=CC=C2N(C=2C=CC=CC12)C1=C(C=C(C(=C1N1C=2C=CC=CC2N(C2=CC=CC=C12)C)C=1OC2=C(N1)C=CC=C2)N2C=1C=CC=CC1N(C1=CC=CC=C21)C)C=2OC1=C(N2)C=CC=C1